BrC=1C(=C(C=CC1)C=1OC(=NN1)COC)OC 2-(3-bromo-2-methoxyphenyl)-5-(methoxymethyl)-1,3,4-oxadiazole